2-[2-(2-ethylhexyl-oxy)ethoxy]ethanol C(C)C(COCCOCCO)CCCC